5,6-Azulenedimethanol C1=CC=C2C=C(C(=CC=C12)CO)CO